C1(CC1)CNC1=NC(=CC2=C1N=C(N=C2)NC2=C(C=CC=C2C)NC(C=C)=O)C2=C(C(=CC(=C2F)OC([2H])([2H])[2H])OC([2H])([2H])[2H])F N-(2-((8-((cyclopropylmethyl)amino)-6-(2,6-difluoro-3,5-bis(methoxy-d3)phenyl)pyrido[3,4-d]pyrimidin-2-yl)amino)-3-methylphenyl)acrylamide